OCCN(C1=CC=C(C=C1)CCCC)CCO N,N-bis(2-hydroxyethyl)-4-butylaniline